2-[2-hydroxy-4-[3-(2-ethylhexyloxy)-2-hydroxypropoxy]phenyl]-4,6-bis(2,4-Dimethylphenyl)-1,3,5-triazine OC1=C(C=CC(=C1)OCC(COCC(CCCC)CC)O)C1=NC(=NC(=N1)C1=C(C=C(C=C1)C)C)C1=C(C=C(C=C1)C)C